ClC=1C=CC=2C(N(C(C3=C4C(=CC1C23)C=CC=C4)=O)CCNC)=O 6-chloro-2-(2-methylaminoethyl)-1,2-dihydro-3H-dibenzo[de,h]isoquinoline-1,3-dione